FC1=CC=C(C=C1)C=CCCC=O 5-(4-fluorophenyl)pent-4-enal